5-cyano-2-(trifluoromethyl)-2,3-dihydrobenzofuran C(#N)C=1C=CC2=C(CC(O2)C(F)(F)F)C1